(1s,5r)-N-[6-(1,3-benzodioxol-5-yl)pyridazin-3-yl]-3-(tetrahydropyran-4-ylmethyl)-3-azabicyclo[3.1.0]hexane-6-amine O1COC2=C1C=CC(=C2)C2=CC=C(N=N2)NC2[C@H]1CN(C[C@@H]21)CC2CCOCC2